ClC=1N=C2C(=C(C=NC2=CC1)N)[C@H](C)OC (S)-6-chloro-4-(1-methoxyethyl)-1,5-naphthyridin-3-amine